FC(C(=O)O)(F)F.ClC=1C=C(C=CC1F)NC1C2=C(C=3N(CC1)N=NC3C)C=CC(=C2)C=2CCN(CC2)C2CCCCC2 N-(3-chloro-4-fluorophenyl)-9-(1-cyclohexyl-1,2,3,6-tetrahydropyridin-4-yl)-1-methyl-6,7-dihydro-5H-benzo[c][1,2,3]triazolo[1,5-a]azepin-7-amine 2,2,2-trifluoroacetate